2-(Methylamino)-4-(4-methoxy-3-(methylcarbamoyl)phenyl)butanoic acid CNC(C(=O)O)CCC1=CC(=C(C=C1)OC)C(NC)=O